BrC1=CC=C2C(C(NC2=C1)=O)=C1NC2=CC=CC=C2C1=NO 6'-Bromo-3-(hydroxyimino)[2,3'-biindolinylidene]-2'-one